rac-(1R,5R,6S)-3-(4-chloropyridin-2-yl)bicyclo[3.1.0]hex-2-ene-6-carbonitrile ClC1=CC(=NC=C1)C1=C[C@@H]2[C@H]([C@@H]2C1)C#N |r|